P(=O)(OC(CCl)CCl)(OC(CCl)CCl)OC(CCl)CCl tris(1,3-dichloro-2-propanyl) phosphate